OC(C(N)=N)C1=CC=C(C=C1)C1(CC1)C(F)(F)F hydroxy-2-(4-(1-(trifluoromethyl)cyclopropyl)phenyl)acetimidamide